CC(C(=O)NC1=CC=C(OC2CCC(CC2)NC(OC(C)(C)C)=O)C=C1)CC tert-butyl ((1r,4r)-4-(4-(2-methylbutanamido) phenoxy)cyclohexyl)carbamate